Cl.FC(OCCNC)F 2-(difluoromethoxy)-N-methylethan-1-amine hydrochloride